ClC1=CC=CC2=C1C1=C(O2)C=CC=C1C1=CC=CC=2OC3=C(C21)C=CC(=C3)C3=CC=CC=C3 9'-chloro-7-phenyl-3,4'-bidibenzo[b,d]furan